[6R,S]-5-methyltetrahydrofolate CN1C=2C(NC(=NC2NC[C@H]1CNC1=CC=C(C(N[C@@H](CCC(=O)[O-])C(=O)O)=O)C=C1)N)=O